N-[3-carbamimidoyl-4-(difluoromethoxy)benzyl]isobutyramide hydrochloride Cl.C(N)(=N)C=1C=C(CNC(C(C)C)=O)C=CC1OC(F)F